Methacryloxymethyl-trieth-oxysilan C(C(=C)C)(=O)OC[Si](OCC)(OCC)OCC